C1(CCC1)C1=NC2=C(C=C(C=C2C(N1C)=O)C)[C@@H](C)N[S@](=O)C(C)(C)C (R)-N-((R)-1-(2-cyclobutyl-3,6-dimethyl-4-oxo-3,4-dihydroquinazolin-8-yl)ethyl)-2-methylpropane-2-sulfinamide